trisodium N,N',N''-tris-(dithiocarboxy)diethylenetriamine C(=S)(S)NCCN(CCNC(=S)S)C(=S)S.[Na].[Na].[Na]